C1(CC1)CC(CC(=O)C1=CC(=CC(=C1)F)F)=O 4-cyclopropyl-1-(3,5-difluorophenyl)butane-1,3-dione